N-[2,5-difluoro-4-(trifluoromethyl)phenyl]-5-(3-thienyl)-1H-pyrrole-3-sulfonamide FC1=C(C=C(C(=C1)C(F)(F)F)F)NS(=O)(=O)C1=CNC(=C1)C1=CSC=C1